2-(4,6-bis(2,4-dimethylphenyl)-1,3,5-triazin-2-yl)-5-methyloxyphenol CC1=C(C=CC(=C1)C)C1=NC(=NC(=N1)C1=C(C=C(C=C1)C)C)C1=C(C=C(C=C1)OC)O